benzyl 4-amino-2-butyl-1-((2,2,5-trimethyl-1,3-dioxan-5-yl)methyl)-1,6,8,9-tetrahydro-7H-imidazo[4,5-c][1,7]naphthyridine-7-carboxylate NC1=NC=2CN(CCC2C2=C1N=C(N2CC2(COC(OC2)(C)C)C)CCCC)C(=O)OCC2=CC=CC=C2